3-(dimethylamino)benzoic acid methyl ester COC(C1=CC(=CC=C1)N(C)C)=O